CC1=CC=CC(=N1)C(=O)NC1CC(C1)N1C2=NC=NC(=C2N=C1)NC1CCN(CC1)C(CCCCCNC(OC(C)(C)C)=O)=O tert-butyl (6-(4-((9-((1s,3s)-3-(6-methylpicolinamido)cyclobutyl)-9H-purin-6-yl)amino)piperidin-1-yl)-6-oxohexyl)carbamate